CC(C)CC(\C=C\C=C\C1=CC=CC=C1)=O (5e,7e)-2-methyl-8-phenyloct-5,7-dien-4-one